6-Bromo-3-(2-chloro-5-fluorophenyl)-3-hydroxy-2-(4-methoxybenzyl)-7-(2-((4-methoxybenzyl)oxy)ethyl)-4-nitroisoindol-1-one BrC1=CC(=C2C(N(C(C2=C1CCOCC1=CC=C(C=C1)OC)=O)CC1=CC=C(C=C1)OC)(O)C1=C(C=CC(=C1)F)Cl)[N+](=O)[O-]